C([C@@H]1[C@H]([C@@H]([C@H]([C@H](O1)O)O)O)O)O α-dextrose